3-(7-((1-(4,6-dihydroxypyridazine-3-carbonyl)piperidin-4-yl)oxy)-1-methyl-1H-indazol-3-yl)piperidine-2,6-dione OC1=C(N=NC(=C1)O)C(=O)N1CCC(CC1)OC=1C=CC=C2C(=NN(C12)C)C1C(NC(CC1)=O)=O